6-({[2-(trifluoromethyl)pyridin-3-yl]oxy}methyl)-3-azabicyclo[3.1.0]hexane FC(C1=NC=CC=C1OCC1C2CNCC12)(F)F